5-(1-((1-fluorocyclopentyl)methyl)-1H-pyrazol-4-yl)-6-(2-(trifluoromethyl)imidazo[1,2-a]pyridin-7-yl)picolinonitrile FC1(CCCC1)CN1N=CC(=C1)C=1C=CC(=NC1C1=CC=2N(C=C1)C=C(N2)C(F)(F)F)C#N